2-bromo-4-methoxy-1-(methoxymethoxy)benzene BrC1=C(C=CC(=C1)OC)OCOC